trans-3-aminocyclobutanol hydrochloride Cl.N[C@@H]1C[C@H](C1)O